C(C(=C)C)(=O)OCCNCC 2-(ethylamino)ethyl methacrylate